P(=S)(OCC(C)C)(OCC(C)C)[O-].[Li+] lithium diisobutyl monothiophosphate